Cl.C(#N)C1=C(C=C(C=C1)NC([C@@](CS(=O)(=O)C1CCNCC1)(C)O)=O)C(F)(F)F (R)-N-(4-cyano-3-(trifluoromethyl)phenyl)-2-hydroxy-2-methyl-3-(piperidin-4-ylsulfonyl)propanamide hydrochloride